6-Chloro-4-((5-(2-methoxyethyl)-1-methyl-4-oxo-4,5-dihydro-1H-pyrrolo[3,2-c]pyridin-3-yl)amino)-N-(methyl-d3)nicotinamide monosodium iodoacetate ICC(=O)[O-].[Na+].ClC1=NC=C(C(=O)NC([2H])([2H])[2H])C(=C1)NC1=CN(C2=C1C(N(C=C2)CCOC)=O)C